ClC=1C=CC2=C(CC3(CC=4N2C(=NN4)[C@@H]4CC[C@H](CC4)OC4=NC=CC=C4)OCCCCO3)C1 8'-chloro-1'-[trans-4-(pyridin-2-yloxy)cyclohexyl]-4'H,6'H-spiro[1,3-dioxepane-2,5'-[1,2,4]triazolo[4,3-a][1]benzazepine]